2'-chloro-N-(5-(2-(difluoromethoxy)nicotinoyl)-5,6-dihydro-4H-pyrrolo[3,4-d]thiazol-2-yl)-5'-methoxy-6-methyl-[4,4'-bipyridine]-3-carboxamide ClC1=NC=C(C(=C1)C1=C(C=NC(=C1)C)C(=O)NC=1SC2=C(N1)CN(C2)C(C2=C(N=CC=C2)OC(F)F)=O)OC